L-amicetose O=CCC[C@@H](O)[C@@H](O)C